BrCCCCCCOC=1C=C(/C=C/C2=CC=C(C=C2)C2=CC=CS2)C=C(C1OCCCCCCBr)OCCCCCCBr 5-(4-((E)-3,4,5-tris((6-bromohexyl)oxy)styryl)phenyl)thiophen